N,N-dimethylbutyl-amine CN(C)CCCC